NC=1C=C(C=CC1)S(=O)(=O)NC1=NC=C(C(=N1)C1=CC=C(C=C1)C(F)(F)F)C1=CC(=C(C=C1)Cl)OCC(C)(C)C 3-amino-N-(5-(4-chloro-3-(neopentyloxy)phenyl)-4-(4-(trifluoromethyl)phenyl)pyrimidin-2-yl)benzenesulfonamide